6-methoxyquinolin-4(1H)-one COC=1C=C2C(C=CNC2=CC1)=O